ClC1=C(NC(=C1Cl)C)C(=O)N[C@H]1[C@H](CN(CC1)C(=O)OC(C)(C)C)OC tert-butyl (3S,4R)-4-(3,4-dichloro-5-methyl-1H-pyrrole-2-carboxamido)-3-methoxypiperidine-1-carboxylate